azodipicolinic acid N(=NC=1C(=NC=CC1)C(=O)O)C=1C(=NC=CC1)C(=O)O